4-((2-(1H-pyrazol-4-yl)ethyl)amino)-N-(1-(isoxazol-3-yl)ethyl)-5,6-dimethylpyrimidine-2-carboxamide N1N=CC(=C1)CCNC1=NC(=NC(=C1C)C)C(=O)NC(C)C1=NOC=C1